5-methyl-5-(2-(pyridin-4-yl)ethyl)furan-2(5H)-one CC1(C=CC(O1)=O)CCC1=CC=NC=C1